ethyl-[2-(4-fluorophenyl)-2-oxo-ethyl] sulfanylacetate SCC(=O)OC(C(=O)C1=CC=C(C=C1)F)CC